acrylic acid propyl ester C(CC)OC(C=C)=O